2-(((2R,3R,4S,5R)-5-(6-butoxy-2-chloro-9H-purin-9-yl)-4-fluoro-3-hydroxytetrahydrofuran-2-yl)methoxy)-3-phenyl-2-(thiazol-4-yl)propanoic acid C(CCC)OC1=C2N=CN(C2=NC(=N1)Cl)[C@H]1[C@H]([C@@H]([C@H](O1)COC(C(=O)O)(CC1=CC=CC=C1)C=1N=CSC1)O)F